8-fluoro-5,6-dihydro-5-methyl-6-oxo-4H-imidazo[1,5-a][1,4]Benzodiazepine-3-carboxylic acid ethyl ester C(C)OC(=O)C=1N=CN2C1CN(C(C1=C2C=CC(=C1)F)=O)C